FC1(CCC1)CN (1-fluorocyclobutyl)methylAmine